Fmocglycine C(=O)(OCC1C2=CC=CC=C2C2=CC=CC=C12)NCC(=O)O